Cl.Cl.OCCN(C1=CC=C(C=C1)N)CCO N,N-Bis-(2-hydroxyethyl)-p-phenylendiamin Dihydrochlorid